((S)-(4-nitrophenoxy)(phenoxy)phosphoryl)-L-alanine cyclohexyl ester C1(CCCCC1)OC([C@@H](N[P@](=O)(OC1=CC=CC=C1)OC1=CC=C(C=C1)[N+](=O)[O-])C)=O